[Cl-].N1=CC=CC2=CC=C3C=CC=NC3=C12.[Co+2].[Cl-] cobalt phenanthroline chloride